C(CCCCC=CCC)OC(CCCCCCCBr)=O (Z)-8-Bromooctanoic acid non-6-en-1-yl ester